N[C@H](C(=O)N(C)C)[C@@H](C)C1=CNC2=CC=CC=C12 (2S,3S)-2-Amino-3-(1H-indol-3-yl)-N,N-dimethylbutanamide